OC(C(=O)O[C@H](CC)CCCCC)CC R-(-)-3-octyl hydroxybutyrate